(S)-1-(4-fluorophenyl)-1-(2-(4-(6-iodo-7H-pyrrolo[2,3-d]pyrimidin-4-yl)piperazin-1-yl)pyrimidin-5-yl)ethane-1-amine hydrochloride Cl.FC1=CC=C(C=C1)[C@](C)(N)C=1C=NC(=NC1)N1CCN(CC1)C=1C2=C(N=CN1)NC(=C2)I